C(CCC)OCCOCCOC=C(C1=CC=CC=C1)C1=CC=C(C=C1)OC 1-(2-(2-(2-butoxyethoxy)ethoxy)-1-phenylvinyl)-4-methoxybenzene